4-amino-3,3-dimethylbutyl-dimethoxymethylsilane NCC(CC[SiH2]C(OC)OC)(C)C